C(#N)[C@H](CC1=C(C=C(C=C1)C1=C2C=CN(C2=C(C=C1)OC)C)F)NC(=O)[C@H]1OCCCNC1 (S)-N-((S)-1-cyano-2-(2-fluoro-4-(7-methoxy-1-methyl-1H-indol-4-yl)phenyl)ethyl)-1,4-oxazepane-2-carboxamide